CN1[C@H]2CC(C[C@@H]1CC2)C2=CC=C(C=C2)N (4-((1R,5S)-8-methyl-8-azabicyclo[3.2.1]octan-3-yl)phenyl)amine